3-({5-[2-methoxy-4-(trifluoromethyl)phenyl]-1H-benzimidazol-1-yl}methyl)oxetan-3-ol COC1=C(C=CC(=C1)C(F)(F)F)C1=CC2=C(N(C=N2)CC2(COC2)O)C=C1